[(2R,3R,4S,5R)-5-[6-amino-2-(trifluoromethyl)purin-9-yl]-3-tert-butoxycarbonyloxy-4-fluoro-tetrahydrofuran-2-yl]methyl 2-methylpropanoate CC(C(=O)OC[C@H]1O[C@H]([C@H]([C@@H]1OC(=O)OC(C)(C)C)F)N1C2=NC(=NC(=C2N=C1)N)C(F)(F)F)C